S(=O)(=O)(OCC(CCCCCCCCCC)NC(C=C)=O)[O-] 2-acrylamidododecyl sulfate